(Di-t-Butylphosphino)-1,1-Binaphthyl C(C)(C)(C)P(C(C)(C)C)C1=C(C2=CC=CC=C2C=C1)C1=CC=CC2=CC=CC=C12